(7S)-4,7-difluoro-7-(1-methylethyl)-N-[(1R)-3-(1-oxa-7-azaspiro[3.5]non-7-yl)-1-(6-pyridazin-4-ylpyridin-3-yl)propyl]-5,6,7,8-tetrahydroacridine-2-carboxamide FC1=CC(=CC2=CC=3C[C@@](CCC3N=C12)(C(C)C)F)C(=O)N[C@H](CCN1CCC2(CCO2)CC1)C=1C=NC(=CC1)C1=CN=NC=C1